2-Methyl-5-[2-[[7-(5-methyl-1,2,4-oxadiazol-3-yl)-1-isoquinolyl]amino]ethylcarbamoyl]pyrazole-3-carboxylic acid CN1N=C(C=C1C(=O)O)C(NCCNC1=NC=CC2=CC=C(C=C12)C1=NOC(=N1)C)=O